4-formyl-1H-indazole-1-carboxylic acid tert-butyl ester C(C)(C)(C)OC(=O)N1N=CC2=C(C=CC=C12)C=O